ClC=1C2=C(N=CN1)N(C=C2)[C@H]2[C@@H]([C@]([C@H](O2)COC=2C=C(C=CC2)NC(=O)N)(C)O)O (3-(((2R,3S,4R,5R)-5-(4-chloro-7H-pyrrolo[2,3-d]pyrimidin-7-yl)-3,4-dihydroxy-3-methyltetrahydrofuran-2-yl)methoxy)phenyl)urea